ClC=1C=C2C=NC(=NC2=CC1C1CCN(CC1)C1CSC1)NC1=CC(=NS1)C 3-(4-(6-chloro-2-((3-methylisothiazol-5-yl)amino)quinazolin-7-yl)piperidin-1-yl)thietane